Sulfonyl-KETENE S(=O)(=O)=C=C=O